N[13C@@H]([13CH2][13CH]([13CH3])[13CH3])[13C](=O)O L-leucine-13C6